3-(3,4-dimethoxyphenyl)-1-propanol COC=1C=C(C=CC1OC)CCCO